C1(CCCC1)N1CC(CC1=O)C(=O)NC1CCC(CC1)NC1=CC(=NC2=CC=C(C=C12)Cl)C(F)(F)F 1-cyclopentyl-5-oxo-N-[(1s,4s)-4-{[6-chloro-2-(trifluoromethyl)quinolin-4-yl]amino}cyclohexyl]pyrrolidine-3-carboxamide